2,5-bis(benzoAzol-2-yl)thiophene N1C(=CC2=C1C=CC=C2)C=2SC(=CC2)C=2NC1=C(C2)C=CC=C1